({5-Fluoro-4'-[(6S)-6-(2-methoxy-2-oxoethyl)-2,3,9-trimethyl-6H-thieno[3,2-f][1,2,4]triazolo[4,3-a][1,4]diazepin-4-yl][1,1'-biphenyl]-3-yl}oxy)acetic acid trifluoroacetate FC(C(=O)O)(F)F.FC=1C=C(C=C(C1)C1=CC=C(C=C1)C1=N[C@H](C=2N(C3=C1C(=C(S3)C)C)C(=NN2)C)CC(=O)OC)OCC(=O)O